ClC1=CC=2N(C(=N1)N)N=C(N2)C2=CC(=CC=C2)SC(F)(F)F 7-chloro-2-[3-(trifluoromethylsulfanyl)phenyl]-[1,2,4]triazolo[1,5-c]pyrimidin-5-amine